[2H]C1=C(C(=C2C(=C(NC2=C1)[2H])[2H])[2H])[2H] Indole-D5